C(C)(=O)OC(=C(C)OC(C)=O)C diacetoxybut-2-ene